C(C)OC(CNC(C1=C(C(=CC=C1)Cl)C(NCC1=CC2=C(OCO2)C=C1)=O)=O)=O (2-((benzo[d][1,3]dioxol-5-ylmethyl)carbamoyl)-3-chlorobenzoylamino)acetic acid ethyl ester